N1=C(C=CC=C1)C1=NC(=CC=C1)C1=NC=CC=C1 2,6-di(2-pyridyl)pyridine